1-methyl-3-isopropyl-imidazole bromide salt [Br-].CN1CN(C=C1)C(C)C